C(C)OC(C(C(C(=O)OCC)CCC)(CCC)C#N)=O 2-cyano-2,3-di-n-propylbutanedioic acid diethyl ester